1-((4-fluorophenyl)(methyl)carbamoyl)-4-(2-oxo-2-(phenyl(4-oxaspiro[2.5]octan-7-yl)amino)ethyl)piperidine-4-carboxylic acid FC1=CC=C(C=C1)N(C(=O)N1CCC(CC1)(C(=O)O)CC(N(C1CCOC2(CC2)C1)C1=CC=CC=C1)=O)C